2'-chloro-6-fluoro-[1,1'-biphenyl]-2-carboxamide trifluoroacetate FC(C(=O)O)(F)F.ClC1=C(C=CC=C1)C=1C(=CC=CC1F)C(=O)N